4-(2-(4-(2-acetyl-5-chlorophenyl)-5-methoxy-2-oxopyridin-1(2H)-yl)-3-(tetrahydro-2H-pyran-2-yl)propionylamino)benzoic acid C(C)(=O)C1=C(C=C(C=C1)Cl)C1=CC(N(C=C1OC)C(C(=O)NC1=CC=C(C(=O)O)C=C1)CC1OCCCC1)=O